5-(4-((6-(3-ethylureido)pyridazin-4-yl)methyl)piperazin-1-yl)-N,6-dimethylpicolinamide C(C)NC(NC1=CC(=CN=N1)CN1CCN(CC1)C=1C=CC(=NC1C)C(=O)NC)=O